6-oxo-6H-pyran O=C1C=CC=CO1